pyridin-2-yl((cis)-3-(trifluoromethyl)-6-azabicyclo[3.1.1]heptan-6-yl)methanone N1=C(C=CC=C1)C(=O)N1C2CC(CC1C2)C(F)(F)F